5-bromo-4-chloro-1-((2-(trimethylsilyl)ethoxy)-methyl)-1H-pyrrolo[2,3-b]pyridine BrC=1C(=C2C(=NC1)N(C=C2)COCC[Si](C)(C)C)Cl